CNC(OC1=CC=C(C=C1)Cl)=O 4-chlorophenyl methylcarbamate